C1(CCCCC1)P(C1=CC2=C(N=CN=C2C2=CC=CC=C2)N1C)(C1CCCCC1)=O dicyclohexyl-(7-methyl-4-phenyl-7H-pyrrolo[2,3-d]pyrimidin-6-yl)phosphine oxide